F[C@@H]1C[C@H](N(C1)C(CN1N=C(C2=CC(=CC=C12)C1=CN=NC=C1)C(=O)N)=O)C(NCC1=NC=CC=C1)=O 1-(2-((2S,4R)-4-fluoro-2-(pyridin-2-ylmethylcarbamoyl)pyrrolidin-1-yl)-2-oxoethyl)-5-(pyridazin-4-yl)-1H-indazole-3-carboxamide